C(C1=CC=CC=C1)OC=1C(=C(C(=O)O)C=CC1OCC1=CC=CC=C1)C 3,4-bis(benzyloxy)-2-methylbenzoic acid